2-(4-(pyrrolidin-1-yl)phenyl)morpholine hydrochloride Cl.N1(CCCC1)C1=CC=C(C=C1)C1CNCCO1